ClC1=NC2=CC(=CC=C2N=C1)C(F)(F)F 2-chloro-7-(trifluoromethyl)quinoxaline